NC1=C(C(N(C(=N1)N1CCC2(C[C@H](C[C@H]2N)C)CC1)C)=O)SC1=C(C=NC=C1)C(F)(F)F 6-amino-2-((1R,3R)-1-amino-3-methyl-8-azaspiro[4.5]decan-8-yl)-3-methyl-5-((3-(trifluoromethyl)pyridin-4-yl)thio)pyrimidin-4(3H)-one